O[C@@]1(CN(C[C@H](OC1)CO)C(=O)OC(C)(C)C)C |o1:1| tert-butyl (2S,6R*)-6-hydroxy-2-(hydroxymethyl)-6-methyl-1,4-oxazepane-4-carboxylate